(3r,4r)-1-(4-chloro-2,6-difluorophenyl)-4-(1H-indazol-4-yloxymethyl)piperidine-3,4-diol ClC1=CC(=C(C(=C1)F)N1C[C@H]([C@](CC1)(O)COC1=C2C=NNC2=CC=C1)O)F